C(C=C)OCC1=C(C=CC=C1)CN(CCC(=O)OC(C)(C)C)C(=O)OCOP(=O)(OC(C)(C)C)OC(C)(C)C tert-butyl 3-[[2-(allyloxymethyl)phenyl]methyl-(ditert-butoxyphosphoryloxymethoxycarbonyl)amino]propanoate